C1(=CC(=CC=C1)C1(OC1(C)C)CSC1=CC=CC=C1)C1=CC=CC=C1 2-([1,1'-biphenyl]-3-yl)-3,3-dimethyl-2-((phenylthio)methyl)oxirane